tert-Butyl 5-[2-(2-hydroxyethoxy)ethoxy]-3,4-dihydroisoquinoline-2(1H)-carboxylate OCCOCCOC1=C2CCN(CC2=CC=C1)C(=O)OC(C)(C)C